2-Azaspiro[3.3]heptane, hydrochloride Cl.C1NCC12CCC2